6-bromo-2-methyl-N-{(1S*)-1-[2-(trifluoromethyl)pyridin-4-yl]ethyl}pyrido[3,4-d]pyrimidin-4-amine BrC1=CC2=C(N=C(N=C2N[C@@H](C)C2=CC(=NC=C2)C(F)(F)F)C)C=N1 |o1:10|